9-(5-(3-cyano-6-(1-methyl-1H-pyrazol-4-yl) pyrazolo[1,5-a]pyridin-4-yl) pyridin-2-yl)-2,9-diazaspiro[5.5]undecane-2-carboxylate C(#N)C=1C=NN2C1C(=CC(=C2)C=2C=NN(C2)C)C=2C=CC(=NC2)N2CCC1(CCCN(C1)C(=O)[O-])CC2